(E)-N'-(2,5-dihydroxybenzylidene)-4-hydroxy-2-(pyridin-2-yl)pyrimidine-5-carbohydrazide OC1=C(\C=N\NC(=O)C=2C(=NC(=NC2)C2=NC=CC=C2)O)C=C(C=C1)O